FC=1C=C2C(CC3(CN(CC3)C(=O)OCC3=CC=CC=C3)OC2=CC1)=O benzyl 6-fluoro-4-oxospiro[chromane-2,3'-pyrrolidine]-1'-carboxylate